C(C)(C)(C)OC(=O)NC(=N)C1=CC=C2C=C(N(C2=C1)C1=CC2=CC=CC=C2C=C1)C(=O)O 6-(N-(tert-butoxycarbonyl)carbamimidoyl)-1-(naphthalen-2-yl)-1H-indole-2-carboxylic acid